CC1(CN(CCN1C(=O)C1=CNC(C=C1)=O)C(C(=O)NC1=NC=C(C=C1)OC1=NC=C(C=C1)F)C)C (3,3-dimethyl-4-(6-oxo-1,6-dihydropyridine-3-carbonyl)piperazin-1-yl)-N-(5-((5-fluoropyridin-2-yl)oxy)pyridin-2-yl)propanamide